9-(6-(2-(3,6-dimethyl-9H-carbazol-9-yl)phenyl)-4-(2-(6-methylpyridin-2-yl)phenyl)pyridin-2-yl)-9H-carbazole-3-carbonitrile CC=1C=CC=2N(C3=CC=C(C=C3C2C1)C)C1=C(C=CC=C1)C1=CC(=CC(=N1)N1C2=CC=CC=C2C=2C=C(C=CC12)C#N)C1=C(C=CC=C1)C1=NC(=CC=C1)C